C1(=CC=CC=C1)C=1C(=NC=CC1)C1=CC=CC=C1 Phenyl(phenylpyridine)